O=C1NCCC(N1)=O 2,4-dioxo-tetrahydropyrimidin